O1[C@H](COCC1)CC1C2=C(C(NC1)=O)C(=C(N2)C2=NC(=NC=C2)C)I 7-[(2S)-1,4-dioxan-2-ylmethyl]-3-iodo-2-(2-methylpyrimidin-4-yl)-1h,5h,6h,7h-pyrrolo[3,2-c]pyridin-4-one